6-chloro-2-(fluoromethoxy)-4-methylnicotinaldehyde ClC1=NC(=C(C=O)C(=C1)C)OCF